Cl.N[C@@H]1CC[C@H](CC1)CC(=O)OCC1=CC=CC=C1 benzyl 2-(trans-4-aminocyclohexyl)acetate HCl salt